FC(S(=O)(=O)NC1=C(C=CC=C1)C1=CC=C2[C@H]([C@@H](COC2=C1)C(C)C=1N=C(SC1)C1=CC=CC=C1)O)(F)F 1,1,1-Trifluoro-N-(2-((3R,4S)-4-hydroxy-3-(1-(2-phenylthiazol-4-yl)ethyl)chroman-7-yl)phenyl)methansulfonamid